4-HYDROXY-3-(METHYLAMINO)BENZALDEHYDE OC1=C(C=C(C=O)C=C1)NC